5-oxo-2-(trifluoromethyl)pyrazolo[1,5-a]pyridin O=C1C=C2N(C=C1)NC(=C2)C(F)(F)F